(S)-10-cyclopropyl-1-(9H-fluoren-9-yl)-3,6-dioxo-2,9-dioxa-4,7-diazaundecan-11-oic acid C1(CC1)[C@H](OCNC(CNC(OCC1C2=CC=CC=C2C=2C=CC=CC12)=O)=O)C(=O)O